(2R)-2-[4-[(E)-3-[4-[(2-Methyl-1,3-thiazol-4-yl)methoxy]phenyl]prop-2-enoyl]phenoxy]propanoic acid CC=1SC=C(N1)COC1=CC=C(C=C1)/C=C/C(=O)C1=CC=C(O[C@@H](C(=O)O)C)C=C1